C(C)OC(\C(=C\C=C\C1=CC(=CC(=C1)[N+](=O)[O-])OC)\CC)=O (2e,4e)-ethyl-5-(3-methoxy-5-nitrophenyl)penta-2,4-dienoic acid ethyl ester